tert-butyl azepan-4-ylcarbamate N1CCC(CCC1)NC(OC(C)(C)C)=O